O1CCC(CC1)C(=O)N[C@@H]1CN(CC1)C=1SC=C(N1)C(=O)NC(C(=O)NC(C(=O)OC)=C)=C Methyl (S)-2-(2-(2-(3-(tetrahydro-2H-pyran-4-carboxamido)pyrrolidin-1-yl)thiazole-4-carboxamido)acrylamido)acrylate